3,5-difluoro-4-[5-(4-fluorophenyl)-6-isopropyl-1H-pyrrolo[2,3-f]indazol-7-yl]benzoic Acid FC=1C=C(C(=O)O)C=C(C1C1=C(N(C=2C=C3C=NNC3=CC21)C2=CC=C(C=C2)F)C(C)C)F